NC(C(C1=CC(N(C2=CC=CC=C12)C)=O)NC(=O)[C@H]1N(C[C@H](C1)CCC)C([C@H](C(C)(C)C)NC(C(F)(F)F)=O)=O)=O (2S,4S)-N-[2-amino-1-(1-methyl-2-oxo-4-quinolyl)-2-oxo-ethyl]-1-[(2S)-3,3-dimethyl-2-[(2,2,2-trifluoroacetyl)amino]butanoyl]-4-propyl-pyrrolidine-2-carboxamide